3-{4-[methanesulfonyl(piperidin-4-yl)sulfamoyl]phenyl}-1-(pyridin-3-ylmethyl)urea CS(=O)(=O)N(S(=O)(=O)C1=CC=C(C=C1)NC(NCC=1C=NC=CC1)=O)C1CCNCC1